8-propoxymethoxy-1,3,5-trimethyloctylmagnesium iodide C(CC)OCOCCCC(CC(CC(C)[Mg]I)C)C